[Si](C1=CC=CC=C1)(C1=CC=CC=C1)(C(C)(C)C)OCCCCCC(C=C)O 8-((tert-butyldiphenylsilyl)oxy)oct-1-en-3-ol